4-methoxypyridin-2-amine COC1=CC(=NC=C1)N